BrC=1C=C(C=2N(C1)C1=C(N2)CCOC1)N1CCOCC1 8-bromo-6-morpholino-3,4-dihydro-1H-pyrano[4',3':4,5]imidazo[1,2-a]pyridine